COC[C@@H](C1=CC(=CC=C1)OC(F)(F)F)N[S@](=O)C(C)(C)C (R)-N-((R)-2-methoxy-1-(3-(trifluoro-methoxy)phenyl)ethyl)-2-methylpropane-2-sulfinamide